(2-(1-(8-methoxyquinazolin-4-yl)piperidin-4-yl)ethyl)phosphonic acid COC=1C=CC=C2C(=NC=NC12)N1CCC(CC1)CCP(O)(O)=O